Tert-butyl 3-(2-(2-(1-methyl-1H-imidazol-2-yl) ethoxy)-8-oxo-5,6,7,8-tetrahydropyrido[3,4-d]pyrimidin-4-yl)-3,8-diazabicyclo[3.2.1]octane-8-carboxylate CN1C(=NC=C1)CCOC=1N=C(C2=C(N1)C(NCC2)=O)N2CC1CCC(C2)N1C(=O)OC(C)(C)C